O1C(=CC2=C1C=CC=C2)CC=O 2-benzofuranyleth-anone